3-chloro-5-(4-methoxyphenyl)-2-(6-methylpyridin-2-yl)-4,5-dihydropyrrolo[3,4-c]pyrazol-6(2H)-one ClC1=C2C(=NN1C1=NC(=CC=C1)C)C(N(C2)C2=CC=C(C=C2)OC)=O